NC[C@H]1N(CC1)C=1C=CC(=C2C=C(N=CC12)NC1=NC(=NC=C1)N1C[C@H]([C@H](CC1)OC)F)C(C)C 8-((S)-2-(aminomethyl)azetidin-1-yl)-N-(2-((3R,4S)-3-fluoro-4-methoxypiperidine-1-yl)pyrimidin-4-yl)-5-isopropylisoquinolin-3-amine